(2s,4r)-4-hydroxy-N-methyl-pyrrolidine-2-carboxamide hydrochloride Cl.O[C@@H]1C[C@H](NC1)C(=O)NC